2-piperidinepropanol N1C(CCCC1)CCCO